BrCC=1[C@@H]2C([C@H](CC1)C2)(C)C (1S,5R)-2-(Bromomethyl)-6,6-dimethylbicyclo[3.1.1]hept-2-ene